1,5-bis{[(4-ethenylphenyl)methyl]thio}-naphthalene C(=C)C1=CC=C(C=C1)CSC1=CC=CC2=C(C=CC=C12)SCC1=CC=C(C=C1)C=C